ClC1=CC(=C(C(=O)NC2=CC(=NC=C2NC)C(F)(F)F)C=C1[N+](=O)[O-])SCC 4-chloro-2-ethylsulfanyl-N-[5-(methylamino)-2-(trifluoromethyl)-4-pyridinyl]-5-nitro-benzamide